2-(1-propynyl)thiazole-5-carbaldehyde C(#CC)C=1SC(=CN1)C=O